C(C)(C)(C)OC(=O)N1C(=C(C2=CC(=CC=C12)O)C(C)C)C1=CC(=NC=C1)C 5-hydroxy-3-isopropyl-2-(2-methylpyridin-4-yl)-1H-indole-1-carboxylic acid tert-butyl ester